(R)-3-methoxy-N-methyl-4-((3-(8-((5,6,7,8-tetrahydroimidazo[1,5-a]pyridin-7-yl)amino)-3-((trifluoromethyl)thio)imidazo[1,2-a]pyridin-2-yl)prop-2-yn-1-yl)amino)benzamide COC=1C=C(C(=O)NC)C=CC1NCC#CC=1N=C2N(C=CC=C2N[C@H]2CC=3N(CC2)C=NC3)C1SC(F)(F)F